(S)-15-((2S,4R)-4-hydroxy-2-((4-(4-methylthiazol-5-yl)benzyl)carbamoyl)pyrrolidine-1-carbonyl)-16,16-dimethyl-13-oxo-4,7,10-trioxa-14-azaheptadecanoic acid O[C@@H]1C[C@H](N(C1)C(=O)[C@@H](NC(CCOCCOCCOCCC(=O)O)=O)C(C)(C)C)C(NCC1=CC=C(C=C1)C1=C(N=CS1)C)=O